CN1C(=CC=C1)C(\C=C\C1=CC=CC=C1)=O (E)-1-(N-methyl-pyrrol-2-yl)-3-phenylprop-2-en-1-one